C(C1=CC=CC=C1)OC[C@H]1O[C@@H](C(NC1)=O)C (2R,6S)-6-[(benzyloxy)methyl]-2-methylmorpholin-3-one